(R)-1-methyl-8-(4-(1-methylazetidine-2-carbonyl)piperazin-1-yl)-N-(1-methylcyclopropyl)-3-(5-(trifluoromethyl)-1,3,4-thiadiazol-2-yl)imidazo[1,5-a]pyridine-6-sulfonamide CC=1N=C(N2C1C(=CC(=C2)S(=O)(=O)NC2(CC2)C)N2CCN(CC2)C(=O)[C@@H]2N(CC2)C)C=2SC(=NN2)C(F)(F)F